C(#N)N1[C@H]2[C@@H](C[C@@H]1CC2)NC(=O)[C@@H]2CN(CC2)C2=NC(=CC(=C2)C(F)(F)F)C#N (3S)-N-((1R,2R,4S)-7-cyano-7-azabicyclo[2.2.1]heptan-2-yl)-1-(6-cyano-4-(trifluoromethyl)-2-pyridinyl)-3-pyrrolidinecarboxamide